[Sn].[In].C(=O)(O)C1=CC=C(O[Co])C=C1 (4-carboxyphenoxy)cobalt Indium-Tin